N-(5-(piperidin-1-yl)pyridin-2-yl)pyrimidin-2-amine N1(CCCCC1)C=1C=CC(=NC1)NC1=NC=CC=N1